ethyl (3,5-dichloro-4-(2-fluoro-4-hydroxy-3-isopropylbenzyl)benzyl)glycinate ClC=1C=C(CNCC(=O)OCC)C=C(C1CC1=C(C(=C(C=C1)O)C(C)C)F)Cl